CCCCCCCC[Si](C)(OC)OC n-octylmethyldimethoxysilane